N1CCC(CC1)CCCN1CCN(CC1)C=O (4-(3-(piperidin-4-yl)propyl)piperazin-1-yl)methanone